2-fluoro-4-(2-hydroxyethyl)benzonitrile FC1=C(C#N)C=CC(=C1)CCO